{2-[({3-[2-(4-chloro-3-fluorophenoxy)acetamido]bicyclo[1.1.1]pentane-1-carbonyl}amino)methyl]-5,6-difluoro-1H-benzimidazol-1-yl}acetic acid ClC1=C(C=C(OCC(=O)NC23CC(C2)(C3)C(=O)NCC3=NC2=C(N3CC(=O)O)C=C(C(=C2)F)F)C=C1)F